FC1=C(C(=C(C(=C1S(=O)(=O)N1C[C@@H](CC1)C(=O)O)F)F)F)F (R)-1-((pentafluorophenyl)sulfonyl)pyrrolidine-3-carboxylic acid